FC1(CC(N(C1)CCCCC(=O)O)(C)C)F 5-(4,4-difluoro-2,2-dimethylpyrrolidin-1-yl)pentanoic acid